(1R,3R,5S,6r)-3-[8-amino-1-(4-{[4-(trifluoromethyl)pyridin-2-yl]carbamoyl}phenyl)imidazo[1,5-a]pyrazin-3-yl]bicyclo[3.1.0]hexane-6-carboxylic acid NC=1C=2N(C=CN1)C(=NC2C2=CC=C(C=C2)C(NC2=NC=CC(=C2)C(F)(F)F)=O)C2C[C@H]1C([C@H]1C2)C(=O)O